C(C)(C)N(SC=1SC2=C(N1)C=CC=C2)C(C)C N,N-diisopropyl-2-benzothiazole-sulfenamide